CC=1C=C(C=NNC2=C3N=CN(C3=NC(=N2)N2CCOCC2)C2=CC=NC=C2)C=CC1 4-(6-(2-(3-methylbenzylidene)hydrazinyl)-9-(pyridin-4-yl)-9H-purin-2-yl)morpholine